FC1=C2CC3(CCNCC3)C(C2=CC=C1)N 4-fluoro-1,3-dihydro-spiro[indene-2,4'-piperidine]-1-amine